[N-]=C=O.[N-]=C=O.CCCCCCCCCC n-decane diisocyanate